N6-((1-oxa-7-azaspiro[3.5]nonan-2-yl)methyl)-N8-benzyl-3-cyclopropylimidazo[1,2-b]pyridazine-6,8-diamine O1C(CC12CCNCC2)CNC=2C=C(C=1N(N2)C(=CN1)C1CC1)NCC1=CC=CC=C1